COC1CCS(CC1)(=O)=O 4-methoxy-1lambda6-thiacyclohexane-1,1-dione